C1(=CC=CC=C1)NC=1C=C(C=CC1)C(C)=O 1-(3-phenylaminophenyl)-ethanone